COC1=C(C=C2C(NC=NC2=C1)=O)[N+](=O)[O-] 7-methoxy-6-nitroquinazolin-4(3H)-one